C(C)C1=NC(=NC(=C1S(=O)(=O)N1CC2(C1)CN(C2)C2CC1(COC1)C2)C)C(F)(F)F 2-[4-ethyl-6-methyl-2-(trifluoromethyl)pyrimidin-5-yl]sulfonyl-6-(2-oxaspiro[3.3]heptan-6-yl)-2,6-diazaspiro[3.3]heptane